2,3-dimyristoyl-sn-glycero-1-phosphocholine C(CCCCCCCCCCCCC)(=O)O[C@H](COP(=O)([O-])OCC[N+](C)(C)C)COC(CCCCCCCCCCCCC)=O